ClC=1C=CC(=C(C1)C1=CC(=CN=N1)NC1=CC(=NC=C1)NC(CCN1CN(CCC1)S(=O)(=O)C)=O)F N-(4-{[6-(5-Chloro-2-Fluorophenyl)Pyridazin-4-yl]Amino}Pyridin-2-yl)-3-(3-Methanesulfonyl-1,3-Diazinan-1-yl)Propanamid